bromo-3-chloro-2'-hydroxy-[1,1'-biphenyl] BrC1=C(C=CC=C1Cl)C1=C(C=CC=C1)O